BrC=1C=C(N(N1)CCCC(F)F)C(=O)NC1=C(C=C(C=C1C)Cl)C(N)=O 5-bromo-N-(2-carbamoyl-4-chloro-6-methyl-phenyl)-2-(4,4-difluorobutyl)pyrazole-3-carboxamide